C[Si](C(C(=O)OCCCCCCCC)C)(OCC)C octyl α-dimethylethoxysilylpropionate